C(\C=C\C)N1C2(CC(C3=CC(=CC=C13)F)=O)CCNCC2 (E)-1'-(but-2-en-1-yl)-6'-fluoro-1'h-spiro[piperidin-4,2'-quinolin]-4'(3'h)-one